tert-butyl (1S,2S,5R)-2-(hydroxymethyl)-3,8-diazabicyclo[3.2.1]octane-3,8-dicarboxylate OC[C@@H]1[C@@H]2CC[C@H](CN1C(=O)OC(C)(C)C)N2C(=O)[O-]